C[C@@H](CC)C1C(NCC(N1)=O)=O 6-[(1S)-1-methylpropyl]-2,5-piperazinedione